2-(5-(((1s,2s,3r,5r)-2-fluoro-1,5-dimethyl-8-azabicyclo[3.2.1]oct-3-yl)oxy)pyrazin-2-yl)-5-(1H-imidazol-1-yl)phenol F[C@H]1[C@@]2(CC[C@](C[C@H]1OC=1N=CC(=NC1)C1=C(C=C(C=C1)N1C=NC=C1)O)(N2)C)C